5-bromo-2-chloro-N-(2-fluoro-3-nitrophenyl)pyrimidin-4-amine BrC=1C(=NC(=NC1)Cl)NC1=C(C(=CC=C1)[N+](=O)[O-])F